C(C)(=O)C1=C2CN(C(C2=CC(=C1)CN1C[C@H](CCC1)C)=O)C1=NC(=CC(=C1)C1(COC1)CC1=NN=CN1C)SCC 4-acetyl-2-[6-(ethylsulfanyl)-4-{3-[(4-methyl-1,2,4-triazol-3-yl)methyl]oxetan-3-yl}pyridin-2-yl]-6-{[(3S)-3-methylpiperidin-1-yl]methyl}-3H-isoindol-1-one